C1(=CC=CC=C1)C1=NC2=CC=CC=C2C(C1OC)=O 2-phenyl-3-methoxyquinolin-4-one